1-(2-chloro-4-fluorophenyl)cyclopropane-1,2-dicarboxylic acid dimethyl ester COC(=O)C1(C(C1)C(=O)OC)C1=C(C=C(C=C1)F)Cl